4-[6-(2-aminoethyl)pyridin-3-yl]-3-[2-methyl-5-(5-methylpyridin-2-yl)pyrazol-3-yl]oxybenzonitrile NCCC1=CC=C(C=N1)C1=C(C=C(C#N)C=C1)OC=1N(N=C(C1)C1=NC=C(C=C1)C)C